CN(C)CC1=CC=C(C=C1)C=1N=CC2=C(N1)N1C(=C(C2=O)C(=O)OCC)SC2=C1C=CC=C2 ethyl 2-(4-((dimethylamino)methyl)phenyl)-5-oxo-5H-benzo[4',5']thiazolo[3',2':1,6]pyrido[2,3-d]pyrimidine-6-carboxylate